(E)-3-((5-(4-nitrophenyl)furan-2-yl)methylene)-5-phenyl-1,3-dihydro-2H-pyrrol-2-one [N+](=O)([O-])C1=CC=C(C=C1)C1=CC=C(O1)\C=C/1\C(NC(=C1)C1=CC=CC=C1)=O